6-(3-hydroxyphenyl)-4-((4-(pyridin-4-yloxy)phenyl)amino)quinoline-3-carbonitrile OC=1C=C(C=CC1)C=1C=C2C(=C(C=NC2=CC1)C#N)NC1=CC=C(C=C1)OC1=CC=NC=C1